(2-amino-1,9-dihydro-9-((2-hydroxyethoxy)methyl)-6H-purin-6-one) NC=1NC(C=2N=CN(C2N1)COCCO)=O